7-chloro-3-(1H-pyrazol-4-yl)-2-(5-(trifluoromethyl)-1H-1,2,4-triazol-3-yl)-1H-indole-5-carboxamide ClC=1C=C(C=C2C(=C(NC12)C1=NNC(=N1)C(F)(F)F)C=1C=NNC1)C(=O)N